N-(7-chloro-6-(1-(1,1-dioxidothietan-3-yl)piperidin-4-yl)isoquinolin-3-yl)cyclopropanecarboxamide ClC1=C(C=C2C=C(N=CC2=C1)NC(=O)C1CC1)C1CCN(CC1)C1CS(C1)(=O)=O